2-(carboxyl-acetamido)-benzoic acid C(=O)(O)CC(=O)NC1=C(C(=O)O)C=CC=C1